N-(7-bromo-6-chlorothiazolo[4,5-c]pyridin-2-yl)benzamide hydrobromide Br.BrC=1C2=C(C=NC1Cl)N=C(S2)NC(C2=CC=CC=C2)=O